tert-Butyl acetyl(7-chloro-3-cyclopropylbenzisoxazol-5-yl)carbamate C(C)(=O)N(C(OC(C)(C)C)=O)C=1C=C(C2=C(C(=NO2)C2CC2)C1)Cl